N12NCCCCC2C=CCC1 8-diazabicyclo(5.4.0)undecene